NC12COC(CC1)(CC2)C(=O)N[C@@H]2C[C@@H](C2)OC(F)(F)F 4-amino-N-((cis)-3-(trifluoromethoxy)cyclobutyl)-2-oxabicyclo[2.2.2]octane-1-carboxamide